2-(3-acetylpyrazin-2-yl)-4,6-dimethyl-1,3,4-oxadiazin-5-one C(C)(=O)C=1C(=NC=CN1)C=1OC(C(N(N1)C)=O)C